FC=1C=C2C(N(N=C(C2=CC1)C=1C=C(C=CC1)S(=O)(=O)NC)C1=CC=CC=C1)=O 3-(6-fluoro-4-oxo-3-phenyl-3,4-dihydro-phthalazin-1-yl)-N-methylbenzenesulfonamide